nickel 5,10,15,20-tetrakis(4-aminophenyl)porphyrin NC1=CC=C(C=C1)C=1C2=CC=C(N2)C(=C2C=CC(C(=C3C=CC(=C(C=4C=CC1N4)C4=CC=C(C=C4)N)N3)C3=CC=C(C=C3)N)=N2)C2=CC=C(C=C2)N.[Ni]